2,4,5,6-tetrahydro-1H-pyrrolo[1,2-b]pyrazole-3-carboxamide N1N2C(=C(C1)C(=O)N)CCC2